C1(=C(C=CC=C1)C=1C2=CC=CC=C2C(=C2C=CC(=CC12)N(C1=CC=C(C=C1)N(C1=CC=CC=C1)C1=CC=CC=C1)C1=CC=CC=C1)C1=C(C=CC=C1)C1=CC=CC=C1)C1=CC=CC=C1 N-[9,10-bis(1,1'-biphenyl-2-yl)-2-anthryl]-N,N'-triphenyl-1,4-phenylenediamine